tert-butyl (S)-2-(3-oxopropyl)pyrrolidine-1-carboxylate O=CCC[C@H]1N(CCC1)C(=O)OC(C)(C)C